Benzyl 4-((4-((4-(2-amino-4-(3-(2,6-difluorophenylsulfonamido)-2-fluorophenyl)thiazol-5-yl)pyrimidin-2-yl)amino)piperidin-1-yl)sulfonyl)piperazine-1-carboxylate NC=1SC(=C(N1)C1=C(C(=CC=C1)NS(=O)(=O)C1=C(C=CC=C1F)F)F)C1=NC(=NC=C1)NC1CCN(CC1)S(=O)(=O)N1CCN(CC1)C(=O)OCC1=CC=CC=C1